4-(cyclohexylamino)-2-((4-(4-morpholino-piperidine-1-carbonyl)-2,3-dihydro-benzofuran-7-yl)amino)-7H-pyrrolo[2,3-d]pyrimidine C1(CCCCC1)NC=1C2=C(N=C(N1)NC1=CC=C(C=3CCOC31)C(=O)N3CCC(CC3)N3CCOCC3)NC=C2